FC(C1=NC2=C(N1)C(=CC=C2)C(=O)O)F 2-(difluoromethyl)-1H-benzo[d]imidazole-7-carboxylic acid